C[C@@H]1CN(C(=CC1)C=1C=CC2=C(N=C(S2)C2CN(CCO2)C)C1)C(=O)OC(C)(C)C (3S)-tert-butyl 3-methyl-6-(2-(4-methylmorpholin-2-yl)benzo[d]thiazol-5-yl)-3,4-dihydropyridine-1(2H)-carboxylate